COCCOC=1C(=C(C=O)C=CC1)OCCOC di-(2-methoxyethoxy)benzaldehyde